ClC1=CC2=C(N=C3N2[C@H]2C4=C(C(N([C@@H]3C2)C)=O)C=CC=C4O)C=C1 (7R,14R)-11-chloro-1-hydroxy-6-methyl-6,7-dihydro-7,14-methanobenzo[f]benzo[4,5]imidazo[1,2-a][1,4]diazocin-5(14H)-one